C(#N)C1(CC1)NS(=O)(=O)C=1C=C(C=2N(C1)C(=CN2)C=2SC(=NN2)C(F)F)F N-(1-cyanocyclopropyl)-3-(5-(difluoromethyl)-1,3,4-thiadiazol-2-yl)-8-fluoroimidazo[1,2-a]pyridine-6-sulfonamide